N-ethyl-N-(1-ethylpiperidin-4-yl)-2-[1-(pyridin-2-yl)-1H-pyrazol-4-yl]-1,3-oxazole-4-carboxamide C(C)N(C(=O)C=1N=C(OC1)C=1C=NN(C1)C1=NC=CC=C1)C1CCN(CC1)CC